ClC=1C(=C(C(=C(C1)C(C)=O)OCC)C(CO)O)C 1-[5-Chloro-3-(1,2-dihydroxyethyl)-2-ethoxy-4-methylphenyl]ethanone